C(C)(C)(C)OC(=O)N1C[C@@H]2COC3=C(CN2CC1)C=C(C(=C3Cl)C3=C(C=CC=1N(C=NC13)C1OCCN1)C)F (12AR)-10-chloro-8-fluoro-9-[5-methyl-1-(oxazolidin-2-yl)-1H-benzimidazol-4-yl]-3,4,12,12a-tetrahydro-6H-pyrazino[2,1-c][1,4]benzoxazepin-2(1H)-carboxylic acid tert-butyl ester